2-(morpholin-4-yl)-8-(1H-pyrazol-5-yl)-1,7-naphthyridine N1(CCOCC1)C1=NC2=C(N=CC=C2C=C1)C1=CC=NN1